(E)-methyl 3-methoxy-2-{2-[6-(trifluoromethyl)-2-pyridinoxymethyl]phenyl}acrylate CO/C=C(/C(=O)OC)\C1=C(C=CC=C1)COC1=NC(=CC=C1)C(F)(F)F